2-Formylphenyl dihydrogen phosphate P(=O)(OC1=C(C=CC=C1)C=O)(O)O